CN([C@@]1(CN(CC[C@@H]1O)C1=CC(=C(C(=C1)F)S(=O)(=O)NC1=NC=NC=C1)F)CCC1=CC(=CC=C1)C(F)(F)F)C 4-((3R,4S)-3-(dimethylamino)-4-hydroxy-3-(3-(trifluoromethyl)-phenethyl)piperidin-1-yl)-2,6-difluoro-N-(pyrimidin-4-yl)benzenesulfonamide